(3S,6S,7aR,8aR,8bR)-6-((tert-butoxycarbonyl)amino)-5-oxodecahydrocyclopropa[c]pyrrolo[1,2-a]azepine-3-carboxylic acid C(C)(C)(C)OC(=O)N[C@H]1C[C@@H]2[C@H]([C@@H]3N(C1=O)[C@@H](CC3)C(=O)O)C2